CCCCCCCCCCCCC(=O)O[C@H](COC(=O)CC/C=C\C/C=C\C/C=C\C/C=C\C/C=C\C/C=C\CC)COP(=O)(O)OC[C@H](CO)O 1-(4Z,7Z,10Z,13Z,16Z,19Z-docosahexaenoyl)-2-tridecanoyl-glycero-3-phospho-(1'-sn-glycerol)